N-((1r,4r)-1-methyl-4-((4-(methylamino)-5-(1,5-naphthyridin-2-yl)-7H-pyrrolo[2,3-d]pyrimidin-2-yl)amino)cyclohexyl)acetamide CC1(CCC(CC1)NC=1N=C(C2=C(N1)NC=C2C2=NC1=CC=CN=C1C=C2)NC)NC(C)=O